COC(C(CC)(C)CCl)=O 2-(chloromethyl)-2-methylbutanoic acid methyl ester